Benzyl 6-(2-((tert-butoxycarbonyl) amino)-6-methylphenyl)-6H-thieno[2,3-b]Pyrrole-5-carboxylate C(C)(C)(C)OC(=O)NC1=C(C(=CC=C1)C)N1C2=C(C=C1C(=O)OCC1=CC=CC=C1)C=CS2